9,9-diethoxy-7-nonenoic acid C(C)OC(C=CCCCCCC(=O)O)OCC